2-(4-((3-(4-isopropylphenyl)-2-oxoimidazolin-1-yl)methyl)-2,6-dimethylphenoxy)-2-methylpropionic acid ethyl ester C(C)OC(C(C)(C)OC1=C(C=C(C=C1C)CN1C(N(CC1)C1=CC=C(C=C1)C(C)C)=O)C)=O